1-(2,3-difluoro-4-nitrophenyl)ethanol FC1=C(C=CC(=C1F)[N+](=O)[O-])C(C)O